C(C)C1=NOC(=C1C)NS(=O)(=O)C1=CC=CC=C1 N-(3-ethyl-4-methyl-isoxazol-5-yl)benzenesulfonamide